8-Fluoro-N-methyl-7-(1H-pyrazol-4-yl)-N-(2,2,6,6-tetramethylpiperidin-4-yl)-5H-isochromeno[3,4-d]thiazol-2-amine FC1=CC2=C(C=C1C=1C=NNC1)COC=1N=C(SC12)N(C1CC(NC(C1)(C)C)(C)C)C